COC=1C(=CC=2N(C1)N=C(N2)C2CCC(CC2)CC=O)C(=O)NC2=NC(=CC=C2)C(F)(F)F 6-methoxy-2-[4-(2-oxoethyl)cyclohexyl]-N-[6-(trifluoromethyl)pyridin-2-yl]-[1,2,4]triazolo[1,5-a]pyridine-7-carboxamide